2-(1-methyl-1H-pyrazol-4-yl)-3-oxo-2,3-dihydropyridazine-4-carboxamide hydrochloride Cl.CN1N=CC(=C1)N1N=CC=C(C1=O)C(=O)N